C(N)(=O)OCCC=1N=NNC1 carbamoyloxyethyltriazol